5-{1-[4-(Cyclopropylmethoxy)-2-fluoro-5-methoxybenzoyl]piperidin-4-yl}-4-methoxypyridin-2-amine C1(CC1)COC1=CC(=C(C(=O)N2CCC(CC2)C=2C(=CC(=NC2)N)OC)C=C1OC)F